BrC1=CC=C2[C@H](COCC2=C1)N (R)-7-bromoisochroman-4-amine